BrC=1C(N(N=CC1OC)CC1=CC=C(C=C1)OC)=O 4-bromo-5-methoxy-2-[(4-methoxyphenyl)methyl]pyridazin-3-one